2-AMINO-5-METHOXYBENZALDEHYDE NC1=C(C=O)C=C(C=C1)OC